1-(3-methylbut-2-enyl) cyclohex-2-ene-1-carboxylate C1(C=CCCC1)C(=O)OCC=C(C)C